4-((4-(Isoindolin-2-ylmethyl)-3-methoxyphenoxy)methyl)-N,N-dimethylbenzamide C1N(CC2=CC=CC=C12)CC1=C(C=C(OCC2=CC=C(C(=O)N(C)C)C=C2)C=C1)OC